C(C)(C)(C)OC(=O)N1C[C@@H](NCC1)C (S)-4-N-t-butoxycarbonyl-2-methylpiperazine